Methyl 4-bromo-5-chloro-1-(3-((6-fluoro-3-((4-methoxybenzyl)thio)naphthalen-1-yl)oxy)propyl)-3-(((trifluoromethyl)sulfonamido)methyl)-1H-indole-2-carboxylate BrC1=C2C(=C(N(C2=CC=C1Cl)CCCOC1=CC(=CC2=CC(=CC=C12)F)SCC1=CC=C(C=C1)OC)C(=O)OC)CNS(=O)(=O)C(F)(F)F